CCCCCCCCCCCCCCCCCCCCCCCCCC(=O)N[C@@H](CO[C@@H]1[C@@H]([C@H]([C@H]([C@H](O1)CO)OCCCC2=CC=C(C=C2)Cl)O)O)[C@@H]([C@@H](CCCCCCCCCCCCCC)O)O The molecule is a glycophytoceramide having a 4-O-[3-(4-chlorophenyl)propyl]-alpha-D-galactosyl residue at the O-1 position and a hexacosanoyl group attached to the nitrogen. One of a series of an extensive set of 4"-O-alkylated alpha-GalCer analogues evaluated (PMID:30556652) as invariant natural killer T-cell (iNKT) antigens. It derives from an alpha-D-galactose.